[Si](C)(C)(C(C)(C)C)OCCOC=1C(=NC=C(C(=O)OC)C1NC(=O)NC(C(Cl)(Cl)Cl)=O)Cl methyl 5-(2-((tert-butyl dimethylsilyl)oxy)ethoxy)-6-chloro-4-(3-(2,2,2-trichloroacetyl)ureido)nicotinate